(3S,5R,8R,9S,10S,13R,14S,16S,17R)-14-hydroxy-10,13-dimethyl-17-(5-oxo-2,5-dihydrofuran-3-yl)-3-(piperazine-1-carboxamido)hexadecahydro-1H-cyclopenta[a]phenanthren-16-yl acetate C(C)(=O)O[C@H]1C[C@@]2([C@@H]3CC[C@@H]4C[C@H](CC[C@@]4([C@H]3CC[C@@]2([C@H]1C=1COC(C1)=O)C)C)NC(=O)N1CCNCC1)O